ClC1=C(C=C(C=C1)F)N1C(C2=CC=C(C=C2CC1)C=O)=O 2-(2-chloro-5-fluorophenyl)-1-oxo-1,2,3,4-tetrahydroisoquinoline-6-carbaldehyde